C12CN(CC(O1)C2)CCOCCNC2=C1C(N(C(=NC1=CC=C2)C)C2C(NC(CC2)=O)=O)=O 3-(5-((2-(2-(6-oxa-3-azabicyclo[3.1.1]heptan-3-yl)ethoxy)ethyl)amino)-2-methyl-4-oxoquinazolin-3(4H)-yl)piperidine-2,6-dione